Thiazol-4-yl-((2,3,4-trifluorophenyl)sulfonyl)carbamic acid tert-butyl ester C(C)(C)(C)OC(N(S(=O)(=O)C1=C(C(=C(C=C1)F)F)F)C=1N=CSC1)=O